5-bromo-2-([4-methylbenzyl]carbamoyl)benzyl carbamimidothioate hydrobromide Br.C(N)(=N)SCC1=C(C=CC(=C1)Br)C(NCC1=CC=C(C=C1)C)=O